ClC(C1=NC(=NO1)C=1C=CC(=NC1)CP(OCC)(=O)NC1=CC=C(C=C1)C(F)(F)F)(F)F ethyl P-((5-(5-(chlorodifluoromethyl)-1,2,4-oxadiazol-3-yl)pyridin-2-yl)methyl)-N-(4-(trifluoromethyl)phenyl)phosphonamidate